tert-Butyl (2-(4-(4-(4-((3-(4-(difluoromethoxy)-2,3-difluorophenyl)imidazo[1,2-a]pyrazin-8-yl)amino)-2-ethylbenzoyl)piperazine-1-carbonyl)piperidin-1-yl)ethyl)carbamate FC(OC1=C(C(=C(C=C1)C1=CN=C2N1C=CN=C2NC2=CC(=C(C(=O)N1CCN(CC1)C(=O)C1CCN(CC1)CCNC(OC(C)(C)C)=O)C=C2)CC)F)F)F